methyl N-[[(4R,5R)-5-[(tert-butoxycarbonylamino)methyl]-2-oxo-1,3-dioxolan-4-yl]methyl]-N-(4-methoxyphenyl)carbamate C(C)(C)(C)OC(=O)NC[C@@H]1[C@H](OC(O1)=O)CN(C(OC)=O)C1=CC=C(C=C1)OC